CN(C)CC1=C(C=CC=C1)[Pd] {2-[(dimethylamino)methyl]phenyl}palladium